Methyl 5-ethyl-6-(ethyl (tetrahydro-2H-pyran-4-yl) amino)-2-formylbenzofuran-4-carboxylate C(C)C1=C(C=C2C(C=C(O2)C=O)=C1C(=O)OC)N(C1CCOCC1)CC